BrC1=C(C(=CC=C1)F)N1CCC(CC1)N1C(N(C=2C([C@H]1C)=CN(N2)C2CC2)CC2=C(C=CC=C2)C(F)(F)F)=O |o1:19| (R)- or (S)-5-[1-(2-Bromo-6-fluorophenyl)-piperidin-4-yl]-2-cyclopropyl-4-methyl-7-(2-trifluoromethyl-benzyl)-2,4,5,7-tetrahydro-pyrazolo[3,4-d]pyrimidin-6-one